(2S)-Tert-butyl 2-(2-(1-(2,6-dioxopiperidin-3-yl)-3-methyl-2-oxo-2,3-dihydro-1H-benzo[d]imidazol-5-yl)ethyl)morpholine-4-carboxylate O=C1NC(CCC1N1C(N(C2=C1C=CC(=C2)CC[C@H]2CN(CCO2)C(=O)OC(C)(C)C)C)=O)=O